2-n-octyl-acryloyloxyethyl-phosphorylcholine C(CCCCCCC)C(C(=O)OCCP(=O)=C(O)C[N+](C)(C)C)=C